2,2,4,4,5,5-hexamethyl-1,3-dioxolane CC1(OC(C(O1)(C)C)(C)C)C